C(C1=CC=CC=C1)N1C(OCC1COCC1=C(C(=O)NC2=NN=NN2C)C=CC(=N1)C(F)(F)F)=O 2-(((3-benzyl-2-oxooxazolidin-4-yl)methoxy)methyl)-N-(1-methyl-1H-tetrazol-5-yl)-6-(trifluoromethyl)nicotinamide